9β,11β-epoxy-16β-methyl-pregna-1,4-diene C[C@@H]1[C@H](CC)[C@]2(C[C@H]3[C@]4([C@]5(C=CCC=C5CC[C@H]4[C@@H]2C1)C)O3)C